FC1CN(C1)CCC=1C=C(C(N(C1)CC1=CC=C(C=C1)OC)=O)C 5-[2-(3-fluoroazetidin-1-yl)ethyl]-1-[(4-methoxyphenyl)methyl]-3-methylpyridin-2-one